1-(tert-butyl) 3,5-di((9Z,12Z)-octadeca-9,12-dien-1-yl)benzene-1,3,5-tricarboxylate C(CCCCCCC\C=C/C\C=C/CCCCC)C1(CC(=CC(C1)(C(=O)[O-])CCCCCCCC\C=C/C\C=C/CCCCC)C(=O)OC(C)(C)C)C(=O)[O-]